C(CCCCCCCCCCCCCCCCC)(=O)OC[C@@H](OC(CCCCCCCCCCCCCCCCC)=O)COP(=O)(O)OCCN 1,2-di-stearoyl-sn-glycero-3-phosphoethanolamine